ClC=1N=C(C2=C(N1)N(N=N2)[C@H]2[C@@H]([C@@H]([C@H](O2)CS(=O)(=O)CP(O)(O)=O)O)O)NC2CCCC2 (((((2S,3S,4R,5R)-5-(5-chloro-7-(cyclopentylamino)-3H-[1,2,3]triazolo[4,5-d]pyrimidin-3-yl)-3,4-dihydroxytetrahydrofuran-2-yl)methyl)sulfonyl)methyl)phosphonic acid